C1(CC1)N(CC[C@@H](C(=O)O)NC(=O)N(CC)CC)CCCCC1=NC=2NCCCC2C=C1 (S)-4-(cyclopropyl(4-(5,6,7,8-tetrahydro-1,8-naphthyridin-2-yl)butyl)amino)-2-(3,3-diethylureido)butanoic acid